COC(=O)C=1N=NN(C1OC1=CC=C(C=C1)Br)CC1=CC=C(C=C1)OC 5-(4-Bromophenyloxy)-1-(4-methoxybenzyl)-1H-1,2,3-triazole-4-carboxylic acid methyl ester